trans-2-phenyl-1-(1-(pyridin-4-yl)-1H-indazol-5-yl)pyrrolidin C1(=CC=CC=C1)C1N(CCC1)C=1C=C2C=NN(C2=CC1)C1=CC=NC=C1